ClC1=C(CC2C(NC(C2)=O)=O)C=CC=C1 3-(2-chlorobenzyl)pyrrolidine-2,5-dione